N-(4-tert-butylphenyl)-N-[2-(cyclohexylamino)-2-oxo-1-(3-pyridyl)ethyl]-3-methyl-azetidine-3-carboxamide C(C)(C)(C)C1=CC=C(C=C1)N(C(=O)C1(CNC1)C)C(C(=O)NC1CCCCC1)C=1C=NC=CC1